tert-butyl (3S,4S)-3-[[6-(6-cyclopropyl-7-methoxy-imidazo[1,2-b]pyridazin-3-yl)-2-pyridyl]amino]-4-fluoro-pyrrolidine-1-carboxylate C1(CC1)C=1C(=CC=2N(N1)C(=CN2)C2=CC=CC(=N2)N[C@H]2CN(C[C@@H]2F)C(=O)OC(C)(C)C)OC